5-(8-(7-Acetyl-3-ethyl-5,6,7,8-tetrahydroimidazo[1,5-a]pyrazin-1-yl)isoquinolin-3-yl)-N-(4-((2-(2,6-dioxopiperidin-3-yl)-1,3-dioxoisoindolin-4-yl)amino)-2-methylbutan-2-yl)picolinamide C(C)(=O)N1CC=2N(CC1)C(=NC2C=2C=CC=C1C=C(N=CC21)C=2C=CC(=NC2)C(=O)NC(C)(CCNC2=C1C(N(C(C1=CC=C2)=O)C2C(NC(CC2)=O)=O)=O)C)CC